COC1=CC=C(CN(C(=O)N)CC2=CC(=CC=C2)OCCOC)C=C1 1-(4-methoxybenzyl)-1-(3-(2-methoxyethoxy)benzyl)urea